aluminium chromate [Cr](=O)(=O)([O-])[O-].[Al+3].[Cr](=O)(=O)([O-])[O-].[Cr](=O)(=O)([O-])[O-].[Al+3]